5-{[2-(2H-1,3-Benzodioxol-5-yl)-1-methyl-ethyl]-N-methylcarbamoyl}valeric acid O1COC2=C1C=CC(=C2)CC(C)N(C(=O)CCCCC(=O)O)C